C12N(CC(NC1)C2)C(=O)[C@H]2[C@H](C2)C=2C=C1C(=C(NC1=CC2)C2=CC(=NC=C2)C)C(C)C (2,5-diazabicyclo[2.2.1]hept-2-yl)((1r,2s)-2-(3-isopropyl-2-(2-methylpyridin-4-yl)-1H-indol-5-yl)cyclopropyl)methanone